2-{3-[3-(tert-butylamino)pyrrolidin-1-yl]-1,2,4-triazin-6-yl}-5-(1-methyl-1H-pyrazol-4-yl)phenol C(C)(C)(C)NC1CN(CC1)C=1N=NC(=CN1)C1=C(C=C(C=C1)C=1C=NN(C1)C)O